diphenyl-methaneamine C1(=CC=CC=C1)C(N)C1=CC=CC=C1